NC1=C(C=C(C(=N1)OC(F)(F)F)O)Cl 6-amino-5-chloro-2-(trifluoromethoxy)pyridin-3-ol